tert-Butyl 3-[[4-Methyl-2-(trifluoromethyl)phenyl]methoxy]azetidine-1-carboxylate CC1=CC(=C(C=C1)COC1CN(C1)C(=O)OC(C)(C)C)C(F)(F)F